(2S)-N-((2-(2,6-dioxopiperidin-3-yl)-1-oxoisoindolin-5-yl)methyl)pyrrolidine-2-carboxamide hydrochloride Cl.O=C1NC(CCC1N1C(C2=CC=C(C=C2C1)CNC(=O)[C@H]1NCCC1)=O)=O